sodium 2-(8-chloro-2-((cyclopropylmethyl)(3-(difluoromethoxy)cyclobutyl)amino)-9-(methylthio)-5-oxobenzo[b][1,8]naphthyridin-10(5H)-yl)acetate ClC=1C=CC2=C(N(C=3N=C(C=CC3C2=O)N(C2CC(C2)OC(F)F)CC2CC2)CC(=O)[O-])C1SC.[Na+]